COC1=CC=2C(=C3C(=NC2C=C1OCCCN1CCCC1)CCC3)N[C@@H]3CN(CCCC3)C (3S)-N-{7-methoxy-6-[3-(pyrrolidin-1-yl)propoxy]-1H,2H,3H-cyclopenta[b]quinolin-9-yl}-1-methylazepan-3-amine